tert-Butyl 3-(1-(cyclopropylmethyl)-2-(hydroxymethyl)-1H-indol-7-yl)azetidine-1-carboxylate C1(CC1)CN1C(=CC2=CC=CC(=C12)C1CN(C1)C(=O)OC(C)(C)C)CO